tert-butyl 4-(6-isopropoxy-1-oxo-5-(pyrazolo[1,5-a]pyrimidine-3-carboxamido)isoindolin-2-yl)piperidine-1-carboxylate C(C)(C)OC1=C(C=C2CN(C(C2=C1)=O)C1CCN(CC1)C(=O)OC(C)(C)C)NC(=O)C=1C=NN2C1N=CC=C2